C(CCCCCCCCCCC)[N+](CC(CS(=O)(=O)O)O)(C)C N-lauryl-N,N-dimethyl-N-(2-hydroxy-3-sulfopropyl)ammonium